C1C(CC2=CC=CC=C12)NC1=NC=C(C=N1)C=1C(=NN(C1)CC(=O)N1CC2=C(CC1)NN=N2)N(C)C 2-(4-{2-[(2,3-dihydro-1H-inden-2-yl)amino]pyrimidin-5-yl}-3-(dimethylamino)-1H-pyrazol-1-yl)-1-{1H,4H,5H,6H,7H-[1,2,3]triazolo[4,5-c]pyridin-5-yl}ethan-1-one